(S)-3-amino-6-chloro-N-(2-hydroxypropyl)-[2,3'-bipyridine] NC1=C(N([C@H](C=C1)Cl)CC(C)O)C=1C=NC=CC1